CN(CCCCN)C 4-(dimethylamino)butylamine